C(CCC)C1(CS(C2=C(N(C1)C1=CC=CC=C1)C=C(C(=C2)CSCC(=O)O)SC)(=O)=O)CCCC 2-(((3,3-dibutyl-7-(methylthio)-1,1-dioxido-5-phenyl-2,3,4,5-tetrahydro-1,5-benzothiazepin-8-yl)methyl)thio)acetic acid